2-methyl-N-(1-(pyrazolo[1,5-a]pyridin-7-yl)ethylidene)propane-2-sulfinamide CC(C)(C)S(=O)N=C(C)C1=CC=CC=2N1N=CC2